FC(C(=O)O)(C(C(F)(F)F)(C(F)(F)F)F)C(C(F)(F)F)(F)F.ClCC1=CC=C(C=C1)C=1N(C=C(N1)C(F)(F)F)COCC[Si](C)(C)C [4-(chloromethyl)phenyl]-4-(trifluoromethyl)-1-{[2-(trimethylsilyl)ethoxy]methyl}imidazole perfluoro-ethyl-isovalerate